NC1C(C1)C1=NNC(C2=CC=C(C=C12)C=1C=NN(C1C1=C(C#N)C(=CC(=C1F)Cl)C1CC1)C)=O (4-(4-(2-aminocyclopropyl)-1-oxo-1,2-dihydro-phthalazin-6-yl)-1-methyl-1H-pyrazol-5-yl)-4-chloro-6-cyclopropyl-3-fluorobenzonitrile